(2-chlorophenyl)-N-((1r,4r)-4-(3-(difluoromethoxy)azetidin-1-yl)cyclohexyl)-3-methyl-1H-thieno[2,3-c]pyrazole-5-carboxamide ClC1=C(C=CC=C1)N1N=C(C2=C1SC(=C2)C(=O)NC2CCC(CC2)N2CC(C2)OC(F)F)C